isopropyl (R)-2-amino-2-(4-(5-bromo-2-(methyl-d3)-2H-1,2,3-triazol-4-yl)-3-fluorophenyl)-4,4-dimethylpentanoate N[C@](C(=O)OC(C)C)(CC(C)(C)C)C1=CC(=C(C=C1)C1=NN(N=C1Br)C([2H])([2H])[2H])F